C1(C=C2C=3C(=CC=CC13)C=C2)=O cyclopenta[cd]inden-1-one